(±)-2-((2-(4-methoxyphenyl)prop-1-en-1-yl)oxy)propanoic acid (Z)-hex-3-en-1-yl ester C(C\C=C/CC)OC([C@@H](C)OC=C(C)C1=CC=C(C=C1)OC)=O |r|